ClC1=CC=C(C=C1)N1N=CC(=C1)CN1CC(C2(CC1)COC1=C3CN(C(C3=CC=C12)=O)[C@@H]1C(NC(CC1)=O)=O)(F)F (3S)-3-(1'-((1-(4-chlorophenyl)-1H-pyrazol-4-yl)methyl)-3',3'-difluoro-6-oxo-6,8-dihydro-2H,7H-spiro[furo[2,3-e]isoindol-3,4'-piperidin]-7-yl)piperidine-2,6-dione